COC1=CC=C(CN(C(CCCCC(=O)N(CC2=CC=C(C=C2)OC)CC2=CC=C(C=C2)OC)=O)CC2=CC=C(C=C2)OC)C=C1 N,N,N',N'-tetrakis(4-methoxybenzyl)hexanediamide